ClC1=CC=C(C=C1)NC([C@H](C)[C@@H]1CC[C@@H](CC1)C1=CC=NC2=CC=C(C=C12)F)=O (R)-N-(4-chlorophenyl)-2-(cis-4-(6-fluoroquinolin-4-yl)cyclohexyl)propionamide